(1r,3r)-3-(2-chloro-3-(9-(3-chlorobenzyl)-6-(1-methylcyclopropoxy)-9H-purin-8-yl)phenoxy)cyclobutane-1-carboxylic acid ClC1=C(OC2CC(C2)C(=O)O)C=CC=C1C=1N(C2=NC=NC(=C2N1)OC1(CC1)C)CC1=CC(=CC=C1)Cl